CN1N=NC2=C1C=CC(=C2C)C(CC(=O)O)C=2C=C1CCCC1=C(C2)CN2S(C1=C(OC(C2)(C)C)N=CC=C1)(=O)=O 3-(1,4-Dimethyl-1H-benzotriazol-5-yl)-3-{7-[(4,4-dimethyl-1,1-dioxo-3,4-dihydro-2H-pyrido[2,3-b][1,4,5]oxathiazepin-2-yl)methyl]-2,3-dihydro-1H-inden-5-yl}propanoic acid